2,2'-dithiobisphenol C1(=C(C=CC=C1)SSC1=C(C=CC=C1)O)O